4-phenyl-1,2,3-oxathiazolidine-3-carboxylate 2,2-dioxide C1(=CC=CC=C1)C1N(S(OC1)(=O)=O)C(=O)[O-]